(S)- and (R)-2-((4-cyanophenethyl)amino)-2-phenyl-N-(5-(pyrrolidin-1-yl)pyridin-2-yl)acetamide C(#N)C1=CC=C(CCN[C@H](C(=O)NC2=NC=C(C=C2)N2CCCC2)C2=CC=CC=C2)C=C1 |r|